CC(CC#CCCCCCCCC)O methyl-3-dodecyn-1-ol